1-(4-(4-((3-chloro-4-((1-methyl-1H-imidazol-2-yl)methoxy)phenyl)amino)-7H-pyrrolo[2,3-d]pyrimidin-5-yl)piperidin-1-yl)prop-2-en-1-one ClC=1C=C(C=CC1OCC=1N(C=CN1)C)NC=1C2=C(N=CN1)NC=C2C2CCN(CC2)C(C=C)=O